[Si](C)(C)(C(C)(C)C)O[C@H]([C@H](C)NC(OCC1=CC=CC=C1)=O)CCN1C(C2=CC(=C(C=C2C=C1)C1=NC=C(C=N1)C(F)(F)F)F)=O.FC(=C(F)F)F tetrafluoroethylene benzyl ((2S,3S)-3-((tert-butyldimethylsilyl)oxy)-5-(7-fluoro-1-oxo-6-(5-(trifluoromethyl)pyrimidin-2-yl)isoquinolin-2(1H)-yl)pentan-2-yl)carbamate